N-[2-methyl-3-(4,4,5,5-tetramethyl-1,3,2-dioxaborolan-2-yl)phenyl]-4-oxo-6,7-dihydro-5H-pyrazolo[1,5-a]pyridine-2-carboxamide CC1=C(C=CC=C1B1OC(C(O1)(C)C)(C)C)NC(=O)C1=NN2C(C(CCC2)=O)=C1